4-Bromo-N-(4-methoxybenzyl)-N-methylpyridine-2-sulfonamide BrC1=CC(=NC=C1)S(=O)(=O)N(C)CC1=CC=C(C=C1)OC